2-methyl-4-(trifluoromethyl)thiazol CC=1SC=C(N1)C(F)(F)F